Dioleoyl-phosphoethanolamine ETHYL-2-((2-((3,5-DIMETHOXYPHENYL)AMINO)-2-OXOETHYL)THIO)-1H-IMIDAZOLE-4-CARBOXYLATE C(C)N1C(=NC(=C1)C(=O)O)SCC(=O)NC1=CC(=CC(=C1)OC)OC.C(CCCCCCC\C=C/CCCCCCCC)(=O)N(CCOP(=O)(O)O)C(CCCCCCC\C=C/CCCCCCCC)=O